6-fluoro-2-(hydroxymethyl)-8-methoxy-1-methylquinolin-4(1H)-one FC=1C=C2C(C=C(N(C2=C(C1)OC)C)CO)=O